(R)-5-(3-bromophenyl)-3-fluoro-5,8,8-trimethyl-7,8,9,10-tetrahydrobenzo[b][1,8]naphthyridin-6(5H)-one BrC=1C=C(C=CC1)[C@]1(C2=C(NC=3N=CC(=CC13)F)CC(CC2=O)(C)C)C